(3R)-3-((1-(3-chlorophenyl)-3-methoxy-3-oxopropyl)amino)pyrrolidine-1-carboxylic acid tert-butyl ester C(C)(C)(C)OC(=O)N1C[C@@H](CC1)NC(CC(=O)OC)C1=CC(=CC=C1)Cl